S(=O)(=O)(ON1[C@@H]2CC[C@H](N(C1=O)C2)C(NC2CCN(CC2)C(C)=O)=N)O (2S,5R)-2-(N-(1-Acetylpiperidin-4-yl) carbamimidoyl)-7-oxo-1,6-diazabicyclo[3.2.1]octan-6-yl hydrogen sulfate